ClC1=NC(=C(C(=N1)NCC1=CC=C(C=C1)OC)C(=O)OCC)C ethyl 2-chloro-4-((4-methoxybenzyl)amino)-6-methylpyrimidine-5-carboxylate